OC(CNC(CCCCCCCCCC)=O)C N-(2-hydroxypropyl)undecanamide